C(C)N([C@H]1[C@@H](CCC1)OC=1C=C2CN(C(C2=CC1)=O)C1C(NC(CC1)=O)=O)CC1CC(C1)OC 3-(5-(((1R,2R)-2-(ethyl(((1r,3R)-3-methoxycyclobutyl)methyl)amino)cyclopentyl)oxy)-1-oxoisoindolin-2-yl)piperidine-2,6-dione